O=C1C=C(NC2=CC=CC=C12)C(=O)OC Methyl 4-oxo-1,4-dihydroquinoline-2-carboxylate